5-[2,3-difluoro-4-[3-methyl-1-[2-[(6-methylpyridazin-3-yl)amino]-2-oxo-ethyl]pyrazol-4-yl]phenyl]-1-methyl-imidazole-2-carboxamide FC1=C(C=CC(=C1F)C=1C(=NN(C1)CC(=O)NC=1N=NC(=CC1)C)C)C1=CN=C(N1C)C(=O)N